3-((4-(Dimethylamino)cyclohexyl)amino)-5-(o-tolyl)-2,3,4,9-tetrahydro-1H-carbazole CN(C1CCC(CC1)NC1CCC=2NC3=CC=CC(=C3C2C1)C1=C(C=CC=C1)C)C